4-vinylbenzenesulfonic acid-tetrabutyl-phosphonium salt C(CCC)[P+](CCCC)(CCCC)CCCC.C(=C)C1=CC=C(C=C1)S(=O)(=O)[O-]